4-fluorophenoxy-N-(2-(benzyloxy)ethyl)-phosphoramide FC1=CC=C(ON(P(=O)(N)N)CCOCC2=CC=CC=C2)C=C1